FC1(OC2=C(O1)C=CC(=C2)[C@H](C)OC2=NC=CC(=C2)N2N=C(C=1CCC[C@@H](C21)OC2=CC=C(C(=O)O)C=C2)C(F)(F)F)F 4-[[(7S)-1-[2-[(1S)-1-(2,2-difluoro-1,3-benzodioxol-5-yl)ethoxy]-4-pyridinyl]-3-(trifluoromethyl)-4,5,6,7-tetrahydroindazol-7-yl]oxy]benzoic acid